docosa-5Z,13Z-dienoic acid C(CCC\C=C/CCCCCC\C=C/CCCCCCCC)(=O)O